[N+](=O)([O-])C1=CC=C(OC(=O)OC2CN(CC2)C(=O)OCC2C3=CC=CC=C3C=3C=CC=CC23)C=C1 9H-fluoren-9-ylmethyl 3-(4-nitrophenoxy)carbonyloxypyrrolidine-1-carboxylate